CN(C[C@H](C)OC1=C2C(=NC=NC2=CC(=C1)C=1C=NN(C1)C)NC=1C(=C2C=CC=NC2=CC1)F)C (S)-5-((1-(dimethylamino)propan-2-yl)oxy)-N-(5-fluoroquinolin-6-yl)-7-(1-methyl-1H-pyrazol-4-yl)quinazolin-4-amine